N1[C@@H](CCCC1)COC(NC=1N=CC2=CC(=C(C=C2C1)C1=C(C2=C(OCCN2)N=C1)C)F)=O (S)-Piperidin-2-ylmethyl-(7-fluoro-6-(8-methyl-2,3-dihydro-1H-pyrido[2,3-b][1,4]oxazin-7-yl)isochinolin-3-yl)carbamat